ClC1=NC=C(C(=N1)N(C)CC1CCC(CC1)C=1N(C=C(N1)C(F)(F)F)C(C)C)OC 2-chloro-N-(((1R,4R)-4-(1-isopropyl-4-(trifluoromethyl)-1H-imidazol-2-yl)cyclohexyl)methyl)-5-methoxy-N-methylpyrimidin-4-amine